2-((1-(3-(5-fluoro-1H-indol-2-yl)-2,7-dimethyl-1-oxo-1,2-dihydroisoquinolin-5-yl)ethyl)amino)benzoic acid FC=1C=C2C=C(NC2=CC1)C=1N(C(C2=CC(=CC(=C2C1)C(C)NC1=C(C(=O)O)C=CC=C1)C)=O)C